SCCC(=O)OCCOCCOCCOCCOC(CCS)=O tetraethyleneglycol bis(3-mercaptopropionate)